tert-butyl (6-oxo-5-azaspiro[3.4]octan-8-yl)carbamate O=C1NC2(CCC2)C(C1)NC(OC(C)(C)C)=O